ClC=1C=C(CC2=CC(=C(C=C2C)C(N(C)CC)=N)C)C=CC1Cl (4-(3,4-dichlorobenzyl)-2,5-dimethylphenyl)-N-ethyl-N-methylformimidamide